4,4'-dimercaptobibenzyl SC1=CC=C(C=C1)CCC1=CC=C(C=C1)S